2-((2S,4R)-5-(difluoromethoxy)-2-fluoro-4-((6-oxo-5-(trifluoromethyl)-1,6-dihydropyridazin-4-yl)oxy)pentyl)-7-fluoro-6-(5-(2-hydroxypropan-2-yl)pyrimidin-2-yl)isoquinolin-1(2H)-one FC(OC[C@@H](C[C@@H](CN1C(C2=CC(=C(C=C2C=C1)C1=NC=C(C=N1)C(C)(C)O)F)=O)F)OC=1C=NNC(C1C(F)(F)F)=O)F